3-amino-4-(6,7-difluoro-1H-indazol-4-yl)-6-(difluoromethoxy)-1H-1,7-phenanthrolin-2-one NC=1C(NC2=C3C=CC=NC3=C(C=C2C1C1=C2C=NNC2=C(C(=C1)F)F)OC(F)F)=O